((2R,3S)-3-acetoxy-6-methoxy-3,6-dihydro-2H-pyran-2-yl)methylacetate C(C)(=O)O[C@@H]1[C@H](OC(C=C1)OC)COC(C)=O